5-{[(3S)-3-methylpiperidin-1-yl]methyl}-N-{3-[(1S,3S)-3-(cyanomethyl)-1-(4-methyl-1,2,4-triazol-3-yl)cyclobutyl]phenyl}pyrazolo[1,5-a]pyridine-7-carboxamide C[C@@H]1CN(CCC1)CC1=CC=2N(C(=C1)C(=O)NC1=CC(=CC=C1)C1(CC(C1)CC#N)C1=NN=CN1C)N=CC2